N1=CC(=C2OCCCN21)S(=O)(=N)NC(NC=2C=1CCCC1C(=C1CCCC21)CC(=O)O)=O 2-(8-(3-(6,7-dihydro-5H-pyrazolo[5,1-b][1,3]oxazine-3-sulfonimidoyl)ureido)-1,2,3,5,6,7-hexahydro-s-indacen-4-yl)acetic acid